N1(CCC1)C[C@H](C(C)C)N(C(C1=CC(=C(C=C1)F)C)=O)C (S)-N-(1-(Azetidin-1-yl)-3-methylbutan-2-yl)-4-fluoro-N,3-dimethylbenzamide